C(C1=CC=CC=C1)OC1=NC(=CC=C1C=O)OCC1=CC=CC=C1 2,6-bis-benzyloxy-pyridine-3-carbaldehyde